3-chloro-2-methoxy-aniline ClC=1C(=C(N)C=CC1)OC